2-(3-bromo-4-chloropyridin-2-yl)acetonitrile BrC=1C(=NC=CC1Cl)CC#N